OC1=CC=2C(=NN(N2)C=2C(=CC3=C(OCO3)C2)O)C=C1 6-(5-hydroxy-2H-benzotriazol-2-yl)benzo[1,3]dioxol-5-ol